(3R,4R)-3-[(4-fluorophenoxy)methyl]-4-methyl-2-[6-methyl-3-(1,3-thiazol-2-yl)pyridine-2-carbonyl]-2-azabicyclo[3.1.1]heptane FC1=CC=C(OC[C@@H]2N(C3CC([C@H]2C)C3)C(=O)C3=NC(=CC=C3C=3SC=CN3)C)C=C1